butyl Trimethylacetate CC(C(=O)OCCCC)(C)C